ClC=1C=C(OC2=NC=C(C=N2)C=2C=C(C=NC2)NC2(CN(C2)C(C=C)=O)C)C=CC1 1-[3-[[5-[2-(3-chlorophenoxy)pyrimidin-5-yl]-3-pyridyl]amino]-3-methyl-azetidin-1-yl]prop-2-en-1-one